C(#N)C1=C(C=C(C=C1)N1C(N(C(C1=O)(C)C)[C@@H]1CC[C@H](CC1)OCCN1C[C@@H](N(CC1)CC(=O)O)C(F)(F)F)=S)C(F)(F)F 2-((R)-4-(2-((trans-4-(3-(4-cyano-3-(trifluoromethyl)phenyl)-5,5-dimethyl-4-oxo-2-thioxoimidazolidin-1-yl)cyclohexyl)oxy)ethyl)2-(trifluoromethyl)piperazin-1-yl)acetic acid